C(C)OC(=C)C1=C2C=C(C(NC2=CC(=C1)C)=O)C1=CC=C(C=C1)F 5-(1-ethoxyvinyl)-3-(4-fluorophenyl)-7-methylquinolin-2(1H)-one